(1-menthyloxy)-2-methyl-1,2-propanediol C1(CCC(CC1)C(C)C)(C)OC(C(C)(O)C)O